ethyl 2-(2-((5-bromo-7-(phenoxymethyl)benzofuran-3-yl)methoxy)phenyl)acetate BrC=1C=C(C2=C(C(=CO2)COC2=C(C=CC=C2)CC(=O)OCC)C1)COC1=CC=CC=C1